C(C)[C@H]1CC[C@@H](N(C1)C(C(=O)NC=1C=C(C(=NC1)NC(OC(C)(C)C)=O)C)=O)C=1C=NNC1 tert-butyl N-[5-[[2-[(2R,5S)-5-ethyl-2-(1H-pyrazol-4-yl)-1-piperidyl]-2-oxo-acetyl]amino]-3-methyl-2-pyridyl]carbamate